(M)-6-Chloro-4-[(2S,5R)-2,5-dimethyl-4-prop-2-enoyl-piperazin-1-yl]-7-(3-fluorophenyl)-1-(2-isopropyl-4-methyl-3-pyridyl)pyrido[2,3-d]pyrimidin-2-one ClC1=CC2=C(N(C(N=C2N2[C@H](CN([C@@H](C2)C)C(C=C)=O)C)=O)C=2C(=NC=CC2C)C(C)C)N=C1C1=CC(=CC=C1)F